FC1=C(C(=C(C(=C1F)F)F)F)[B-](C1=C(C(=C(C(=C1F)F)F)F)F)(C1=C(C(=C(C(=C1F)F)F)F)F)C1=C(C(=C(C(=C1F)F)F)F)F.C[NH+](C1=CC=CC=C1)C N,N-dimethyl-anilinium [tetrakis(perfluorophenyl) borate]